[6-[3-(1-hydroxycyclopropyl)-1,2,4-triazol-1-yl]-2-azaspiro[3.3]heptan-2-yl]-[6-[[4-(trifluoromethyl)pyrazol-1-yl]methyl]-2-azaspiro[3.3]heptan-2-yl]methanone OC1(CC1)C1=NN(C=N1)C1CC2(CN(C2)C(=O)N2CC3(C2)CC(C3)CN3N=CC(=C3)C(F)(F)F)C1